BrC1=C(C=C(C=C1)C1=NC2=C(N1)C(C(=C(C2=O)NC2=CC=C(C=C2)Br)Cl)=O)F 2-(4-bromo-3-fluorophenyl)-5-((4-bromophenyl)amino)-6-chloro-1H-benzo[d]imidazole-4,7-dione